2-phenylpropane-1,3-diyl diacrylate C(C=C)(=O)OCC(COC(C=C)=O)C1=CC=CC=C1